4-(2-(4-(3-phenylpyrazolo[1,5-a]pyrimidin-6-yl)phenoxy)ethyl)morpholine C1(=CC=CC=C1)C=1C=NN2C1N=CC(=C2)C2=CC=C(OCCN1CCOCC1)C=C2